diethyl 3,3-dimethylglutarate CC(CC(=O)OCC)(CC(=O)OCC)C